OCCN1CCOCC1 hydroxyethyl-morpholin